CC(C#N)(C)C=1C=2N(N=C(C1)N1[C@@H](COCC1)C)C=NC2 (R)-2-methyl-2-(2-(3-methylmorpholino)imidazo[1,5-b]pyridazin-4-yl)propionitrile